OCC1CC(C1)N(C(=O)N)C1=C(C=CC=C1)C(C)C (1s,3s)-3-hydroxymethylcyclobutyl-l-2-isopropylphenylurea